NC=1C=C(C=CC1[N+](=O)[O-])N1CCN(CC1)CCNCC1C2CN(CC12)C=1C=C2C(N(C(C2=CC1)=O)C1C(NC(CC1)=O)=O)=O 5-(6-(((2-(4-(3-amino-4-nitrophenyl)piperazin-1-yl)ethyl)amino)methyl)-3-azabicyclo[3.1.0]hexan-3-yl)-2-(2,6-dioxopiperidin-3-yl)isoindoline-1,3-dione